pyrano-(3,2-c)quinoline-2,5(6H)-dione O1C(C=CC=2C(NC=3C=CC=CC3C21)=O)=O